FCC1CC(C1)C1=NC(=NO1)NCC1=C(N=NN1C)C1=CC=C(C(=N1)C)O[C@@H]1C[C@H](CCC1)C(=O)O (1S,3S)-3-((6-(5-(((5-(3-(Fluoromethyl)cyclobutyl)-1,2,4-oxadiazol-3-yl)amino)methyl)-1-methyl-1H-1,2,3-triazol-4-yl)-2-methylpyridin-3-yl)oxy)cyclohexane-1-carboxylic acid